FC1=C(C=CC(=C1)C(=O)N(C)C)C1=C(C(=CC=C1)[N+](=O)[O-])C fluoro-N,N,2'-trimethyl-3'-nitro-[1,1'-biphenyl]-4-carboxamide